4-methyl-3-(4,5-dioxapentan-2-yl)aniline CC1=C(C=C(N)C=C1)C(C)COO